CN(C(=S)SSC(C)(C)C)C tert-Butyl dimethyltrithioperoxycarbamate